CC1=NC(=CC(=N1)NC1=CC2=C(C=N1)C(N(N2C2=CC=CC=C2)C)=O)C 6-((2,6-dimethylpyrimidin-4-yl)amino)-2-methyl-1-phenyl-1,2-dihydro-3H-pyrazolo[4,3-c]pyridin-3-one